(S)-10-methyl-2,3,4,4a,5,6-hexahydro-1H,12H-pyrazino[1',2':5,6][1,5]oxazocino[2,3-g]quinoxalin-11(14H)-one CC=1C(NC2=CC3=C(C=C2N1)OCC[C@@H]1N(C3)CCNC1)=O